N1C=CC2=C(C=CC=C12)C1=NC=2C3=CC(=CN=C3OC2C(=N1)N1CCOCC1)CN1CC2CCC(C1)O2 4-(1H-Indol-4-yl)-6-(morpholin-4-yl)-12-{8-oxa-3-azabicyclo[3.2.1]octan-3-ylmethyl}-8-oxa-3,5,10-triazatricyclo[7.4.0.02,7]trideca-1(13),2(7),3,5,9,11-hexaene